N-(1-cyclopropyl-2-oxo-1,2-dihydropyridin-3-yl)-7-isopropoxy-2-(1-methyl-2-oxabicyclo[2.2.2]octan-4-yl)imidazo[1,2-a]pyridine-6-carboxamide C1(CC1)N1C(C(=CC=C1)NC(=O)C=1C(=CC=2N(C1)C=C(N2)C21COC(CC2)(CC1)C)OC(C)C)=O